C(C)OC(=O)[C@@H]1CN(C[C@H]1C1=CC=CC=C1)C(C)=O |r| (±)-trans-1-acetyl-4-phenylpyrrolidine-3-carboxylic acid ethyl ester